FC1=C(CN2C(N(C(C3=C2SC(=C3CN(C)C)C3=CC=C(C=C3)NC(=O)NOC)=O)C3=NC(=CC=C3)OCC(F)F)=O)C(=CC=C1)F 1-(4-(1-(2,6-difluorobenzyl)-3-(6-(2,2-difluoroethoxy)pyridin-2-yl)-5-((dimethylamino)methyl)-2,4-dioxo-1,2,3,4-tetrahydrothieno[2,3-d]pyrimidin-6-yl)phenyl)-3-methoxyurea